C1(CC1)SC=1C=CC(=C(C1)C1=NNC=C1NC(=O)C1=CN=C2N1N=CC=C2)OC(F)F N-[3-[5-cyclopropylsulfanyl-2-(difluoromethoxy)phenyl]-1H-pyrazol-4-yl]imidazo[1,2-b]pyridazine-3-carboxamide